P(O)(O)(=S)O[C@H]1[C@H]([C@@H](O[C@@H]1CO)N1C=NC=2C(=O)NC(N)=NC12)OC O-methyl guanosine-3'-phosphorothioate